C(C)OC1=C(C=CC=C1)NC(C(NC1=C(C=CC=C1)CC)=O)=O N'-(2-ethoxyphenyl)-N-(2-ethylphenyl)oxamide